COC1=C(C=C(C=C1)C(C)=O)C(F)(F)F (4-methoxy-3-(trifluoromethyl)phenyl)ethanone